C(CCCCCCCCCCCCCCCCC)N n-octadecyl-amine